8-fluoro-4-hydroxy-7-(3-methoxy-1-naphthyl)-1H-pyrido[4,3-d]Pyrimidine-2-one FC1=C(N=CC2=C1NC(N=C2O)=O)C2=CC(=CC1=CC=CC=C21)OC